C(#N)[C@H](C)NC(C1=CC=C(C=C1)C1=NC(=NC=C1C)NC=1C=NN(C1)C1CCNCC1)=O (S)-N-(1-cyanoethyl)-4-(5-methyl-2-((1-(piperidin-4-yl)-1H-pyrazol-4-yl)amino)pyrimidin-4-yl)benzamide